2-(5-amino-2-(furan-2-yl)-7H-pyrazolo[4,3-e][1,2,4]triazolo[1,5-c]pyrimidin-7-yl)-4-methylpentanoic acid NC1=NC2=C(C=3N1N=C(N3)C=3OC=CC3)C=NN2C(C(=O)O)CC(C)C